O1COC2=C1C=CC(=C2)NC2=NC=C(C(=C2)N2C=NC(=C2)C(=O)NC(CO)C2=CC(=CC=C2)Cl)C 1-(2-(benzo[d][1,3]dioxol-5-ylamino)-5-methyl-pyridin-4-yl)-N-(1-(3-chloro-phenyl)-2-hydroxy-ethyl)-1H-imidazole-4-carboxamide